1-eicosyl-2-eicosanoyl-glycero-3-phospho-(1'-sn-glycerol) CCCCCCCCCCCCCCCCCCCCOC[C@H](COP(=O)(O)OC[C@H](CO)O)OC(=O)CCCCCCCCCCCCCCCCCCC